C(C)(C)(C)OC(=O)N1CCC(=CC1)C1=CC2=C(N=C(N=C2OS(=O)(=O)C2=C(C=C(C=C2C(C)C)C(C)C)C(C)C)C)C(N1C)=O 4-(2,7-dimethyl-8-oxo-4-(((2,4,6-triisopropylphenyl)sulfonyl)oxy)-7,8-dihydropyrido[3,4-d]pyrimidin-6-yl)-3,6-dihydropyridine-1(2H)-carboxylic acid tert-butyl ester